2-(2,6-dioxopiperidin-3-yl)-4-((4-((methylamino)methyl)benzyl)oxy)isoindoline-1,3-dione O=C1NC(CCC1N1C(C2=CC=CC(=C2C1=O)OCC1=CC=C(C=C1)CNC)=O)=O